2,4,6-trimethyl-N-(pyridin-2-yl)-N-(thiophen-2-ylmethyl)benzofuran-2-carboxamide Methyl-3-chloro-6-(2-chloro-4-cyanophenyl)-5-fluoropicolinate COC(C1=NC(=C(C=C1Cl)F)C1=C(C=C(C=C1)C#N)Cl)=O.CC1(OC2=C(C1)C(=CC(=C2)C)C)C(=O)N(CC=2SC=CC2)C2=NC=CC=C2